6-{5-chloro-2-[(oxan-4-yl)amino]pyrimidin-4-yl}-2-[2-(1,1-dimethyl-1,2,3,4-tetrahydroisoquinolin-2-yl)-2-oxoethyl]-2,3-dihydro-1H-isoindol-1-one ClC=1C(=NC(=NC1)NC1CCOCC1)C1=CC=C2CN(C(C2=C1)=O)CC(=O)N1C(C2=CC=CC=C2CC1)(C)C